P(=O)(OC(C)(C)C)(OC(C)(C)C)OCN1C(NC(C(=C1)C=1C=C(C=2N(N1)C(=CN2)F)[C@@H]2[C@H](C2)C2=CC=C1C=NN(C1=C2)CC(F)(F)F)=O)=O di-tert-butyl ((5-(3-fluoro-8-((1S,2S)-2-(1-(2,2,2-trifluoroethyl)-1H-indazol-6-yl)cyclopropyl)imidazo[1,2-b]pyridazin-6-yl)-2,4-dioxo-3,4-dihydropyrimidin-1(2H)-yl)methyl) phosphate